1-(3-{5-[(R)-(1,3-Dimethyl-azetidin-3-yl)-hydroxy-(4-isopropyl-phenyl)-methyl]-pyridin-3-yl}-[1,2,4]oxadiazol-5-ylmethyl)-cyclobutanol CN1CC(C1)(C)[C@@](C=1C=C(C=NC1)C1=NOC(=N1)CC1(CCC1)O)(C1=CC=C(C=C1)C(C)C)O